4-[4-Cyano-6-(2,6-dichloro-3-fluoro-benzyl)-3-hydroxy-pyridin-2-yl]-4-oxo-butyric acid ethyl ester C(C)OC(CCC(=O)C1=NC(=CC(=C1O)C#N)CC1=C(C(=CC=C1Cl)F)Cl)=O